C(CCCCCCC)C(CCCCCCCCC)S 1-octyl-decyl thiol